4-[[(2S,3S,4S,5R)-3-(5-deuterio-3,4-difluoro-2-methoxy-phenyl)-4,5-dimethyl-5-(trifluoromethyl)tetrahydrofuran-2-carbonyl]amino]pyridine-2-carboxamide [2H]C=1C(=C(C(=C(C1)[C@H]1[C@H](O[C@]([C@H]1C)(C(F)(F)F)C)C(=O)NC1=CC(=NC=C1)C(=O)N)OC)F)F